ONC(C1=CC=C(C=C1)OC=1SC(=NN1)C)=N N-hydroxy-4-(5-methyl-1,3,4-thiadiazol-2-yloxy)benzimidamide